4-({[cis-4-(6-amino-2-chloro-9H-purin-9-yl)cyclohexyl]carbonyl}amino)-N-cyclohexylbenzamide NC1=C2N=CN(C2=NC(=N1)Cl)[C@H]1CC[C@H](CC1)C(=O)NC1=CC=C(C(=O)NC2CCCCC2)C=C1